1-(3-bromo-1H-indol-6-yl)-3-(4-(trifluoromethyl)phenyl)urea BrC1=CNC2=CC(=CC=C12)NC(=O)NC1=CC=C(C=C1)C(F)(F)F